C1(CC1)C1=NC=NC(=C1C1=NC=C(C(=N1)OCC1=CC=C(C=C1)C=1N(C=C(N1)C(F)(F)F)C)N)OC 2-(4-cyclopropyl-6-methoxy-pyrimidin-5-yl)-4-[[4-[1-methyl-4-(trifluoromethyl)imidazol-2-yl]phenyl]methoxy]pyrimidin-5-amine